3,4-dinitro-benzoic acid [N+](=O)([O-])C=1C=C(C(=O)O)C=CC1[N+](=O)[O-]